(1-Ethyl-4,4-difluoro-pyrrolidin-3-yl) trifluoromethanesulfonate FC(S(=O)(=O)OC1CN(CC1(F)F)CC)(F)F